(S)-quinuclidin-3-yl (6-(3-(methoxymethoxy)phenyl)-2,2-dimethyl-1,2,3,4-tetrahydronaphthalen-1-yl)carbamate COCOC=1C=C(C=CC1)C=1C=C2CCC(C(C2=CC1)NC(O[C@@H]1CN2CCC1CC2)=O)(C)C